N1=C(C=NC=C1)C=1N=C2CCCNC2=CC1 6-(pyrazin-2-yl)-1,2,3,4-tetrahydro-1,5-naphthyridine